6-((1-(benzylthio)cyclopropyl)methyl)-N-(4-cyanobenzyl)-1-methyl-7-oxo-4,5,6,7-tetrahydro-1H-pyrazolo[3,4-c]pyridine-3-carboxamide C(C1=CC=CC=C1)SC1(CC1)CN1C(C2=C(CC1)C(=NN2C)C(=O)NCC2=CC=C(C=C2)C#N)=O